lithium tetrakis(3,5-bis(trifluoromethyl)phenyl)borate FC(C=1C=C(C=C(C1)C(F)(F)F)[B-](C1=CC(=CC(=C1)C(F)(F)F)C(F)(F)F)(C1=CC(=CC(=C1)C(F)(F)F)C(F)(F)F)C1=CC(=CC(=C1)C(F)(F)F)C(F)(F)F)(F)F.[Li+]